C(CCC(=O)[O-])(=O)[O-].C(=CCCCCCCCCCC)[NH2+]CCCCCCCC\C=C/CCCCCCCC.C(=CCCCCCCCCCC)[NH2+]CCCCCCCC\C=C/CCCCCCCC dodecenyl-oleyl-ammonium succinate